COC(=O)C1=C(OCCCC(=O)NCC(=O)N2[C@H]3C[C@]3(C[C@H]2C(=O)O)C)C=CC=C1 (1S,3S,5S)-2-((4-(2-(methoxycarbonyl)phenoxy)butanoyl)glycyl)-5-methyl-2-azabicyclo[3.1.0]hexane-3-carboxylic acid